(2R,3R)-N-(2-Amino-4-(4-(trifluoromethyl)phenethyl)phenyl)-2,3-difluoroheptanamid NC1=C(C=CC(=C1)CCC1=CC=C(C=C1)C(F)(F)F)NC([C@H]([C@@H](CCCC)F)F)=O